ethyl 2-((2,6-difluorobenzyl)(methoxycarbonyl)amino)-4-((dimethylamino) methyl)-5-(4-nitrophenyl)thiophene-3-carboxylate oxalate C(C(=O)O)(=O)O.FC1=C(CN(C=2SC(=C(C2C(=O)OCC)CN(C)C)C2=CC=C(C=C2)[N+](=O)[O-])C(=O)OC)C(=CC=C1)F